C(C)OC(C=CC=1C(=NC(=NC1)Cl)NC1CCCC1)=O.ClC=1C=C(C(=O)NC2(CC2)C)C=CC1N1CCN(CC1)C(CCC1=NC2=CC=CC=C2C(N1)=O)=O 3-chloro-N-(1-methylcyclopropyl)-4-[4-[3-(4-oxo-3H-quinazolin-2-yl)propionyl]piperazin-1-yl]benzamide ethyl-3-(2-chloro-4-(cyclopentylamino)pyrimidin-5-yl)acrylate